NC(C(=O)O)(CCCCB(O)O)CCCN1CCN(CC1)C(NC1=C(C=CC(=C1)F)F)=O 2-amino-6-borono-2-(3-(4-(2,5-difluorophenylcarbamoyl)piperazin-1-yl)propyl)hexanoic acid